3-Acetyl-9-benzyl-3,9-diazabicyclo[3.3.1]nonan-7-one C(C)(=O)N1CC2CC(CC(C1)N2CC2=CC=CC=C2)=O